C(C1=CC=CC=C1)OC1=CC=C2[C@H]([C@H](OCC2=C1)CC1CC1)C1=CC=C(C=C1)N1CCC(CC1)C(OC)OC 1-(4-((3R,4R)-7-(benzyloxy)-3-(cyclopropylmethyl)isochroman-4-yl)phenyl)-4-(dimethoxymethyl)piperidine